3-[(diphenylphosphinyl)carbonyl]2,4,6-trimethylbenzenamine C1(=CC=CC=C1)P(=O)(C(=O)C=1C(=C(C(=CC1C)C)N)C)C1=CC=CC=C1